di-p-tolyl-iodonium triflate [O-]S(=O)(=O)C(F)(F)F.C1(=CC=C(C=C1)[I+]C1=CC=C(C=C1)C)C